ethylene glycol (beta-(3,5-di-t-butyl-4-hydroxyphenyl) propionate) C(C)(C)(C)C=1C=C(C=C(C1O)C(C)(C)C)CCC(=O)OCCO